ClC=1C(=NC(=NC1)N1C[C@H]([C@@H](CC1)NC1=CC=C2C(=NN(C2=C1)C)[C@H]1C(NC(CC1)=O)=O)C)NC=1C=C2CC(N(C2=CC1)C)=O (S)-3-(6-(((3R,4R)-1-(5-chloro-4-((1-methyl-2-oxoindolin-5-yl)amino)pyrimidin-2-yl)-3-methylpiperidin-4-yl)amino)-1-methyl-1H-indazol-3-yl)piperidine-2,6-dione